N-(2'-((3-fluorophenyl)selanyl)-5'-methyl-[1,1'-biphenyl]-2-yl)picolinamide FC=1C=C(C=CC1)[Se]C1=C(C=C(C=C1)C)C1=C(C=CC=C1)NC(C1=NC=CC=C1)=O